4-(5-bromo-3-fluoro-2-pyridyl)-1H-1,2,4-triazol-5-one BrC=1C=C(C(=NC1)N1C=NNC1=O)F